C(C)(C)(C)OC(=O)N[C@H](C(=O)N1C(C2C(C2C1)(C)C)C(=O)[O-])C(C)(C)C 3-((S)-2-((tert-butoxycarbonyl)amino)-3,3-dimethylbutanoyl)-6,6-dimethyl-3-azabicyclo[3.1.0]hexane-2-carboxylate